3-tert-Butyldimethylsilyloxy-16-(4-chloro-phenylsulfinyl)-estra-1,3,5(10)-trien-17-one [Si](C)(C)(C(C)(C)C)OC1=CC=2CC[C@H]3[C@@H]4CC(C([C@@]4(C)CC[C@@H]3C2C=C1)=O)S(=O)C1=CC=C(C=C1)Cl